hexadecane-5,12-diol CCCCC(CCCCCCC(CCCC)O)O